Methyl (E)-3-(3-((4-((4-fluorobenzyl)oxy)quinoline-2-carboxamido)methyl)phenyl)acrylate FC1=CC=C(COC2=CC(=NC3=CC=CC=C23)C(=O)NCC=2C=C(C=CC2)/C=C/C(=O)OC)C=C1